BrC1=CC=C(CN2C(C=CC=C2)=O)C=C1 1-(4-bromobenzyl)pyridin-2(1H)-one